Sulfosuccinat S(=O)(=O)(O)C(C(=O)[O-])CC(=O)[O-]